2-(3-(Cyclopentyloxy)-4-methoxyphenyl)-5-((7-(4-(2-(2,6-dioxopiperidin-3-yl)-6-fluoro-1-oxoisoindolin-4-yl)piperidin-1-yl)heptyl)amino)isoindoline-1,3-dione C1(CCCC1)OC=1C=C(C=CC1OC)N1C(C2=CC=C(C=C2C1=O)NCCCCCCCN1CCC(CC1)C1=C2CN(C(C2=CC(=C1)F)=O)C1C(NC(CC1)=O)=O)=O